BrC1=C(C=C2C(=NC(=NC2=C1F)OCC12CCCN2CC(C1)(C)C)N1CCN(CC1)C(=O)OC(C)(C)C)C(F)(F)F tert-butyl 4-(7-bromo-2-((2,2-dimethyltetrahydro-1H-pyrrolizin-7a(5H)-yl)methoxy)-8-fluoro-6-(trifluoromethyl)quinazolin-4-yl)piperazine-1-carboxylate